(S)-4-amino-7-fluoro-N-methyl-N-(7-(4-(trifluoromethyl)phenyl)isochroman-4-yl)-1,3-dihydrofuro[3,4-c]quinoline-8-carboxamide NC1=NC=2C=C(C(=CC2C2=C1COC2)C(=O)N([C@@H]2COCC1=CC(=CC=C21)C2=CC=C(C=C2)C(F)(F)F)C)F